ClC1=NC(=C2N=CN(C2=N1)[C@@H]1[C@@H]2[C@H]([C@@H]3[C@H]1OC(O3)(C)C)C2)NCC(F)(F)F 2-chloro-9-((3aR,3bR,4aS,5R,5aS)-2,2-dimethylhexahydrocyclopropa[3,4]cyclopenta[1,2-d][1,3]dioxol-5-yl)-N-(2,2,2-trifluoroethyl)-9H-purin-6-amine